(-)-2-((5-(2-(7-Amino-2-methylhept-3-yl)-2,6-diazaspiro[3.4]oct-6-yl)-1,2,4-triazin-6-yl)oxy)-N-ethyl-5-fluoro-N-isopropylbenzamide NCCCCC(C(C)C)N1CC2(C1)CN(CC2)C=2N=CN=NC2OC2=C(C(=O)N(C(C)C)CC)C=C(C=C2)F